NC1=C(C(=NC=N1)NC1=CC(=C2N(C1=O)C1(CCN(CC1)CC(F)(F)F)NC2=O)C)Cl 6-((6-amino-5-chloropyrimidin-4-yl)amino)-8-methyl-1'-(2,2,2-trifluoroethyl)-2H-spiro[imidazo[1,5-a]pyridine-3,4'-piperidine]-1,5-dione